gold thiomalate salt C(C(S)CC(=O)[O-])(=O)[O-].[Au+3].C(C(S)CC(=O)[O-])(=O)[O-].C(C(S)CC(=O)[O-])(=O)[O-].[Au+3]